Methyl (1-(2-(((1-methyl-1H-1,2,4-triazol-3-yl) methoxy) methyl)-N-(1-methyl-1H-tetrazol-5-yl)-6-(trifluoromethyl) nicotinamido) ethyl) carbonate C(OC)(OC(C)N(C(C1=C(N=C(C=C1)C(F)(F)F)COCC1=NN(C=N1)C)=O)C1=NN=NN1C)=O